CC=1N=C2N(C=C(C=C2)C)C1C(=O)N 2,6-dimethylimidazo[1,2-a]pyridine-3-carboxamide